2-(2-(3,3-Difluoroazetidin-1-yl)-6-methylpyrimidin-4-yl)-5-(4-iodo-2-(6-azaspiro[2.5]Octan-6-yl)phenyl)-1,3,4-oxadiazole FC1(CN(C1)C1=NC(=CC(=N1)C=1OC(=NN1)C1=C(C=C(C=C1)I)N1CCC2(CC2)CC1)C)F